CN1CC2N(C(C13CC3)=O)CCNC2 2'-methylhexahydro-2'H,4'H-spiro[cyclopropane-1,3'-pyrazino[1,2-a]pyrazin]-4'-one